COC=1C=C2C(=NC(=NC2=CC1OC)C)NC(C)C1=CC=C(S1)C1=CC=C(C=C1)NC(OC(C)(C)C)=O tert-butyl [4-(5-{1-[(6,7-dimethoxy-2-methylquinazolin-4-yl)amino]ethyl}thiophen-2-yl)phenyl]carbamate